C[C@H](CC(=O)O[C@H](C)CC(=O)O[C@H](C)CC(=O)O[C@H](C)CC(=O)[O-])O The molecule is a hydroxy monocarboxylic acid anion resulting from the deprotonation of the carboxy group of (3R)-3-{[(3R)-3-{[(3R)-3-{[(3R)-3-hydroxybutanoyl]oxy}butanoyl]oxy}butanoyl]oxy}butanoic acid. A tetramer of (3R)-hydroxybutanoate; the major microspecies at pH 7.3. It derives from a (R)-3-hydroxybutyrate. It is a conjugate base of a (3R)-3-{[(3R)-3-{[(3R)-3-{[(3R)-3-hydroxybutanoyl]oxy}butanoyl]oxy}butanoyl]oxy}butanoic acid.